NC1=NC=C(C2=C1C(=C(N2C)C2=CC=C(C=C2)NC(C(=C)F)=O)C=2C=C(C(=NC2)C(=O)NCC(F)(F)F)F)C#CC=O 5-(4-amino-2-{4-[(2-fluoroacrylamido)]phenyl}-7-(formylethynyl)-1-methylpyrrolo[3,2-c]pyridin-3-yl)-3-fluoro-N-(2,2,2-trifluoroethyl)pyridine-2-carboxamide